[N-]=C=O.N(=C=O)CCC1CCCCC1 isocyanatoethylcyclohex-ane isocyanate